CNC(C1=CC(=CC=C1)CN1C=NC2=CC(=CC=C2C1=O)C1=CC=NN1C)=O N-Methyl-3-((7-(1-methyl-1H-pyrazol-5-yl)-4-oxoquinazolin-3(4H)-yl)methyl)benzamide